2-((2-bromothiazol-5-yl)methyl)isoindoline-1,3-dione BrC=1SC(=CN1)CN1C(C2=CC=CC=C2C1=O)=O